2-tert-butyl-6-(p-tolyl)pyridine-2,3-diamine C(C)(C)(C)C1(NC(=CC=C1N)C1=CC=C(C=C1)C)N